ClC1=C(C#N)C(=C(C=C1Cl)Cl)Cl 2,3,5,6-tetrachloro-benzonitrile